C1=NC=C(C2=CC=CC=C12)N1C(N(C[C@@H]1C#N)C=1NC=C(N1)C)=O |r| racemic-3-(isoquinolin-4-yl)-1-(4-methyl-1H-imidazol-2-yl)-2-oxoimidazolidine-4-carbonitrile